N-[(3R,4R)-1-[6-[[1-(3-aminopropyl)-3-methoxy-pyrazol-4-yl]amino]-9-methyl-purin-2-yl]-4-fluoro-pyrrolidin-3-yl]prop-2-enamide NCCCN1N=C(C(=C1)NC1=C2N=CN(C2=NC(=N1)N1C[C@H]([C@@H](C1)F)NC(C=C)=O)C)OC